C1(CC1)C=1C=CC(=NC1)C=1C=CC(=C(C1)NCC(=O)OCC)C Ethyl (5-(5-cyclopropylpyridin-2-yl)-2-methylphenyl)glycinate